methyl (4-carbamoyl-1-(4-(cyanomethyl)-3-fluoro-1-(4-(prop-1-yn-1-yl)benzyl)piperidin-4-yl)-1H-pyrazol-3-yl)carbamate C(N)(=O)C=1C(=NN(C1)C1(C(CN(CC1)CC1=CC=C(C=C1)C#CC)F)CC#N)NC(OC)=O